N-[(1H-benzimidazol-2-yl)methyl]-2-(morpholin-4-yl)-8-(pyridin-3-yl)pyrazolo[1,5-a][1,3,5]triazin-4-amine N1C(=NC2=C1C=CC=C2)CNC2=NC(=NC=1N2N=CC1C=1C=NC=CC1)N1CCOCC1